NC=1SC2=C(N1)C=CC(=C2)N2C=CC1=CC=CC(=C21)C#N 2-amino-1,3-benzothiazol-6-yl-1H-indole-7-carbonitrile